BrC1=CC=C(C2=C1NC=N2)C(=O)N2CCC=1N(N=C3CCN(C[C@@H]2C13)C(C=C)=O)C1=C(C=C(C=C1)C1CCC1)O |o1:23| (S or R)-1-(5-(7-bromo-1H-benzo[d]imidazole-4-carbonyl)-2-(4-cyclobutyl-2-hydroxyphenyl)-2,3,4,5,5a,6,8,9-octahydro-7H-1,2,5,7-tetraazabenzo[cd]azulen-7-yl)prop-2-en-1-one